C1CCCC=2C1=C1C(C3=CC=CC=C3C(C1=CC2)=O)=O 1,2,3,4-tetrahydrobenzo(a)anthracene-7,12-dione